CN1C=C(C=2C1=CN=C(C2)NC(C)=O)C2=CC(=C1C(=N2)C2(OCC1)COCC2)OC[C@@H]2COCC2 N-(1-methyl-3-(4'-(((S)-tetrahydrofuran-3-yl)methoxy)-4,5,5',6'-tetrahydro-2H-spiro[furan-3,8'-pyrano[3,4-b]pyridin]-2'-yl)-1H-pyrrolo[2,3-c]pyridin-5-yl)acetamide